C(=O)C1=NC=C2N1[C@H](CN(C2)C(=O)OC(C)(C)C)C tert-Butyl (S)-3-formyl-5-methyl-5,6-dihydroimidazo[1,5-a]pyrazine-7(8H)-carboxylate